CC1=C(C=CC(=C1)C)C1=NC(=NC(=N1)C1=C(C=C(C=C1)C)C)C1=C(C=C(OC(C(=O)OCC)COCCCC)C=C1)O ethyl 2-[4-[4,6-bis(2,4-dimethylphenyl)-1,3,5-triazin-2-yl]-3-hydroxy-phenoxy]-3-butoxy-propanoate